3-(2-Chloro-3-(1,4-benzodioxan-6-yl)anilino)-5-formylbenzisoxazole ClC1=C(NC2=NOC3=C2C=C(C=C3)C=O)C=CC=C1C1=CC3=C(OCCO3)C=C1